(S)-4-(6,7-dichloro-1-(2-isopropyl-4-ethylpyridin-3-yl)-2-oxo-1,2-dihydropyrido[2,3-d]pyrimidin-4-yl)-3-methylpiperazine-1-carboxylic acid tert-butyl ester C(C)(C)(C)OC(=O)N1C[C@@H](N(CC1)C=1C2=C(N(C(N1)=O)C=1C(=NC=CC1CC)C(C)C)N=C(C(=C2)Cl)Cl)C